(S)-2-((tert-butoxycarbonyl)amino)-4-(3-methoxy-4-(trifluoromethyl)phenyl)butanoic acid C(C)(C)(C)OC(=O)N[C@H](C(=O)O)CCC1=CC(=C(C=C1)C(F)(F)F)OC